CC1(OCC(CO1)OCCCN(C)C)C {3-[(2,2-Dimethyl-1,3-dioxan-5-yl)oxy]propyl}dimethylamine